ClC=1C=C(C=CC1F)NC(N(C(CC)C1=CN=C(C2=CC=CC=C12)OC)CC)=O 3-(3-chloro-4-fluorophenyl)-1-ethyl-1-(1-(1-methoxyisoquinolin-4-yl)propyl)urea